1-(3-chloro-5'-fluoro-2'-hydroxy-3''-(3-hydroxy-3-(hydroxymethyl)azetidin-1-yl)-4''-methyl-[1,1':3',1''-terphenyl]-4-yl)-3-methyl-1H-imidazol-2(3H)-one ClC=1C=C(C=CC1N1C(N(C=C1)C)=O)C1=C(C(=CC(=C1)F)C1=CC(=C(C=C1)C)N1CC(C1)(CO)O)O